2-(4-bromophenyl)-2-fluoro-propanoic acid BrC1=CC=C(C=C1)C(C(=O)O)(C)F